C(C)(C)(C)OC(=O)N1C2(CC(CC1CC2)O)C(N[C@@H](CCC=O)C2=CC(=CC(=C2)F)F)=O (((S)-1-(3,5-difluorophenyl)-4-oxobutyl)carbamoyl)-3-hydroxy-8-azabicyclo[3.2.1]octane-8-carboxylic acid tert-butyl ester